COC1=CC=C(C=C1C1=CC(=CC=C1OC)N)N 6,6'-dimethoxy-3,3'-diaminobiphenyl